4-methylenebis(2-ethyl)aniline C=C1CC=C(N(CC)CC)C=C1